FC(C=1C(=NC=CC1)N1CCN(CC1)CC=1NC2=CC=CC=C2C1)(F)F 2-[[4-[3-(trifluoromethyl)-2-pyridinyl]piperazin-1-yl]methyl]-1H-indole